CC1(C(CC2=CC(=CC=C12)N)N)C (E)-dimethyl-2,3-dihydro-1H-indene-2,5-diamine